S1C(=NC2=C1C=CC=C2)NC2=C(C=C(N=N2)N(C=2SC(=C(N2)C(=O)O)C2CCN(CC2)C(=O)OC(C)(C)C)C)C 2-({6-[(1,3-Benzothiazol-2-yl)amino]-5-methylpyridazin-3-yl}(methyl)amino)-5-{1-[(tert-butoxy)carbonyl]piperidin-4-yl}-1,3-thiazole-4-carboxylic acid